ClC1=C(C=CC=C1)C1=C(C(=NO1)C)C(=O)N 5-(2-chlorophenyl)-3-methylisoxazole-4-carboxamide